2-[4-[bis(tert-butoxycarbonyl)sulfamoyl]anilino]pyrimidin C(C)(C)(C)OC(=O)N(S(=O)(=O)C1=CC=C(NC2=NC=CC=N2)C=C1)C(=O)OC(C)(C)C